3-(2-Chloro-4-isobutylsulfonyl-phenyl)azetidine ClC1=C(C=CC(=C1)S(=O)(=O)CC(C)C)C1CNC1